4-(((5-amino-2-methyl-3-phenylpyridin-4-yl)amino)methyl)-3,5-difluorobenzenesulfonamide tert-Butyl-5-(didecylamino)pentanoate C(C)(C)(C)OC(CCCCN(CCCCCCCCCC)CCCCCCCCCC)=O.NC=1C(=C(C(=NC1)C)C1=CC=CC=C1)NCC1=C(C=C(C=C1F)S(=O)(=O)N)F